FC1=CC=C2C(=NN(C2=C1)C)C(=O)NC=1C=C(C(=O)O)C=CC1N1CCCCC1 3-(6-fluoro-1-methyl-1H-indazole-3-carboxamido)-4-(piperidin-1-yl)benzoic acid